C=1N=CN2C1C1=CC=CC=C1[C@@H]2C2CC1=C(C=NC=C1)C2O 6-((S)-5H-imidazo[5,1-a]isoindol-5-yl)-6,7-dihydro-5H-cyclopenta[c]pyridin-7-ol